C(C1=CC=CC=C1)N([C@@H]1COC[C@@H]1F)CC1=CC=CC=C1 |r| (±)-cis-N,N-dibenzyl-4-fluoro-tetrahydrofuran-3-amine